CN(P1(OCCO1)=O)C 2-dimethylamino-2-oxo-1,3,2-dioxaphospholane